C(C)(C)N(CC#N)CCOC 2-(isopropyl-(2-methoxyethyl)amino)acetonitrile